1,1,1,3,3,3-Hexafluoropropan-2-yl 8-(4-chloro-3-(pyrrolidin-1-yl)benzyl)-2,8-diazaspiro[4.5]decane-2-carboxylate ClC1=C(C=C(CN2CCC3(CCN(C3)C(=O)OC(C(F)(F)F)C(F)(F)F)CC2)C=C1)N1CCCC1